1-(3-(4-(Cyclopropanecarbonyl)piperazine-1-carbonyl)-6-fluoroquinolin-4-yl)piperidine-4-carbonitrile C1(CC1)C(=O)N1CCN(CC1)C(=O)C=1C=NC2=CC=C(C=C2C1N1CCC(CC1)C#N)F